COC(CCCCC[Mg]I)OC 6,6-dimethoxyhexyl-magnesium iodide